N1CC(C1)CN1CCC(CC1)[C@@H](CN1C(C2=CC(=C(C=C2C1)N1CC=C2N1C=CC=N2)N2CCOCC2)=O)F (S)-N-(2-(2-(1-(azetidin-3-ylmethyl)piperidin-4-yl)-2-fluoroethyl)-6-morpholino-1-oxoisoindolin-5-yl)pyrazolo[1,5-a]pyrimidine